((4-hydroxybutyl)azanediyl)bis(nonane-9,1-diyl) bis(2-butyl octanoate) C(CCC)C(C(=O)OCCCCCCCCCN(CCCCCCCCCOC(C(CCCCCC)CCCC)=O)CCCCO)CCCCCC